2-chlorophenyl (3S)-4-(N,3-dicyclohexyl-D-alanyl)-3-[(thieno[3,2-c]pyridin-2-ylmethyl)carbamoyl]piperazine-1-carboxylate C1(CCCCC1)N[C@H](CC1CCCCC1)C(=O)N1[C@@H](CN(CC1)C(=O)OC1=C(C=CC=C1)Cl)C(NCC1=CC=2C=NC=CC2S1)=O